[Cl-].C[N+]1(CCC(CC1)[C@@H](C)NS(=O)(=O)C1=CC(=C(C=C1)NC(C1=C(C=CC=C1)C)=O)C)C (R)-1,1-dimethyl-4-(1-((3-methyl-4-(2-methylbenzamido)phenyl)sulfonamido)ethyl)piperidin-1-ium chloride